4-(4,4-difluoropiperidine-1-carbonyl)-3-(3-propan-2-ylpyrazol-1-yl)benzonitrile FC1(CCN(CC1)C(=O)C1=C(C=C(C#N)C=C1)N1N=C(C=C1)C(C)C)F